N-(4-benzothien-2-yl-phenyl)-N-{4-(2-phenyl-benzoxazol-6-yl)-phenyl}-amine S1C(=CC2=C1C=CC=C2)C2=CC=C(C=C2)NC2=CC=C(C=C2)C2=CC1=C(N=C(O1)C1=CC=CC=C1)C=C2